2-(1-(ethanesulfonyl)-3-(4-(2-(isothiazol-4-ylamino)-[1,2,4]triazolo[1,5-a]pyridin-5-yl)-1H-pyrazol-1-yl)azetidin-3-yl)acetonitrile C(C)S(=O)(=O)N1CC(C1)(N1N=CC(=C1)C1=CC=CC=2N1N=C(N2)NC=2C=NSC2)CC#N